3-((2-aminothiazol-5-yl)thio)-6-methoxy-2,4-dimethylbenzoic acid NC=1SC(=CN1)SC=1C(=C(C(=O)O)C(=CC1C)OC)C